FC1([C@@H](CN(CC1)[C@H](C(=O)NC=1SC2=C(N1)C=C1C(=C2)OC(O1)(F)F)C)C1=CNC(C=C1)=O)F (S)-2-((R)-4,4-difluoro-3-(6-oxo-1,6-dihydropyridin-3-yl)piperidin-1-yl)-N-(2,2-difluoro-[1,3]dioxolo[4',5':4,5]benzo[1,2-d]thiazol-6-yl)propanamide